C1(=CC=CC=C1)C1=[O+]C2=CC=CC=C2C=C1 2-phenylchromenylium